6-chloro-4-[(3R,4S)-4-(4-chloro-2-methoxy-anilino)-3-methyl-1-piperidyl]-1-methyl-2-oxo-1,5-naphthyridine-3-carbonitrile ClC=1N=C2C(=C(C(N(C2=CC1)C)=O)C#N)N1C[C@H]([C@H](CC1)NC1=C(C=C(C=C1)Cl)OC)C